COC=1C=C(C=CC1)CC#N 2-(3-methoxyphenyl)acetonitrile